(R)-2-amino-2-(3-bromophenyl)acetic acid N[C@@H](C(=O)O)C1=CC(=CC=C1)Br